N[C@H](C=1OC2=C(N1)C=C(C=C2)[C@@H](COC)N2C(NCC(C2)(F)F)=O)C2CCC(CC2)(F)F 1-((S)-1-(2-((S)-Amino(4,4-difluorocyclohexyl)methyl)benzo[d]-oxazol-5-yl)-2-methoxyethyl)-5,5-difluorotetrahydropyrimidin-2(1H)-one